3,4-bis((4-methoxybenzyl)oxy)-N-(3-(pyrrolidine-1-yl)propyl)benzamide COC1=CC=C(COC=2C=C(C(=O)NCCCN3CCCC3)C=CC2OCC2=CC=C(C=C2)OC)C=C1